ClC1=CC=C(C=C1)C=1C(CCN(N1)C(=NS(=O)(=O)C1=CC=C(C=C1)C(F)(F)F)Cl)C1=CC=CC=C1 (2E)-6-(4-chlorophenyl)-5-phenyl-N-[4-(trifluoromethyl)phenyl]sulfonyl-4,5-dihydro-3H-pyridazine-2-carboximidoyl chloride